(E)-4-thio-2'-deoxyuridine [C@@H]1(C[C@H](O)[C@@H](CO)O1)N1C(=O)NC(=S)C=C1